CC1(OB(OC1(C)C)C1=C(C=CC=C1)C1=NC=CC=C1)C 2-(2-(4,4,5,5-Tetramethyl-1,3,2-dioxaborolan-2-yl)phenyl)pyridine